C(#N)C1=C(C=C(OC2C(C(C2(C)C)NC(=O)C2=CC=C(C=C2)N2CCC(CC2)CN2CCN(CC2)C=2C=NC(=NC2)C(=O)OC)(C)C)C=C1C)C methyl 5-[4-[[1-[4-[[3-(4-cyano-3,5-dimethyl-phenoxy)-2,2,4,4-tetramethyl-cyclobutyl]carbamoyl]phenyl]-4-piperidyl]methyl]piperazin-1-yl]pyrimidine-2-carboxylate